Cl.N[C@H](C(=O)NC1=CC(=CC=C1)C1=CC(=NN1)C1=CC=C(C=C1)CC)CO (2S)-2-amino-N-{3-[3-(4-ethylphenyl)-1H-pyrazol-5-yl]phenyl}-3-hydroxypropionamide hydrochloride